3H-imidazo[4,5-d]pyridine-5-carboxylate N=1CNC=2C1C=CN(C2)C(=O)[O-]